2-hydroxyethyl-4-methoxybenzenesulfonamide OCCC1=C(C=CC(=C1)OC)S(=O)(=O)N